[Ra].[U].O water uranium radium